C(C)(C)N1C=NC(=C1C=1NC=C(N1)C(=O)NC1=CC=C(C=C1)N1CCN(CC1)C)C1=CC=C(C=C1)C(F)(F)F 3'-isopropyl-N-(4-(4-methylpiperazin-1-yl)phenyl)-5'-(4-(trifluoromethyl)phenyl)-1H,3'H-[2,4'-biimidazole]-4-carboxamide